OC=1C=C(C(=O)OC)C=C(C1O)O methyl (3,4,5-trihydroxy)benzoate